3-(4-fluoro-2-isopropoxy-phenyl)-6-(1-methylpyrazol-4-yl)-5-(trifluoromethyl)pyridin-2-amine FC1=CC(=C(C=C1)C=1C(=NC(=C(C1)C(F)(F)F)C=1C=NN(C1)C)N)OC(C)C